2-[[4-[5-cycloprop-yl-2-(2H-tetrazol-5-yl)phenyl]piperazin-1-yl]methyl]-3H-quinazolin-4-one C1(CC1)C=1C=CC(=C(C1)N1CCN(CC1)CC1=NC2=CC=CC=C2C(N1)=O)C=1N=NNN1